C(C)(C)(C)OC(N(C1=CC=C(C=C1)Br)C(CCCBr)=O)=O.NC=1N=C(C=C2C=C(N=CC12)NC(=O)[C@H]1[C@@H](C1)C(F)(F)F)C=1C=NNC1C |r| (±)-trans-N-(8-amino-6-(5-methyl-1H-pyrazol-4-yl)-2,7-naphthyridin-3-yl)-2-(trifluoromethyl)cyclopropanecarboxamide Tert-Butyl-(4-Bromobutanoyl)(4-Bromophenyl)Carbamate